tert-butyl (3-fluoro-4-((5-((2-fluoro-4-(trifluoromethoxy)phenyl)amino)-4-methylpyridin-3-yl)methyl)pyridin-2-yl)carbamate FC=1C(=NC=CC1CC=1C=NC=C(C1C)NC1=C(C=C(C=C1)OC(F)(F)F)F)NC(OC(C)(C)C)=O